4-[2-(1-acetyl-3-piperidinyl)-1-(4-fluorophenyl)-4-hydroxy-indol-3-yl]benzoic acid C(C)(=O)N1CC(CCC1)C=1N(C2=CC=CC(=C2C1C1=CC=C(C(=O)O)C=C1)O)C1=CC=C(C=C1)F